2-bromo-4'-nitrobiphenyl BrC1=C(C=CC=C1)C1=CC=C(C=C1)[N+](=O)[O-]